FC1N(NC(C2=CC=CC=C12)=O)CC1=CC(=CC=C1)C(=O)N1C(CCC1)NC1=NC=CC=C1 4-fluoro-3-(3-((pyridin-2-ylamino)pyrrolidine-1-carbonyl)benzyl)phthalazin-1(2H)-one